COC1=NC(=CC=C1C=1N=C(OC1C1=CC=CC=C1)C1=CC=CC=C1)OC 4-(2,6-dimethoxypyridin-3-yl)-2,5-diphenyloxazole